N1=C(C=CC=C1)C(=O)N[C@@H]1CC[C@H](CC1)C(=O)OC trans-methyl 4-(picolinamido)cyclohexanecarboxylate